6,9-epiminocyclohepta[d]pyrimidin-4-amine hydrochloride Cl.N1=CN=C(C2=C1C1=CC=C(C2)N1)N